CN1OC(C2C1C(CC(C2)(C2=CC1=CC=CC=C1C=C2)C)C)(C)C 1,3,3,5,7-pentamethyl-5-(naphthalen-2-yl)octahydrobenzo[c]isoxazole